BrC1=C(N=C(C(=N1)C(=O)OCC)N1CCC2([C@@H]([C@@H](OC2)C)NC(=O)OC(C)(C)C)CC1)C Ethyl bromo-3-((3S,4S)-4-((tert-butoxycarbonyl) amino)-3-methyl-2-oxa-8-azaspiro[4.5]dec-8-yl)-5-methylpyrazine-2-carboxylate